C(C)N(C(=O)C1=C(C=CC(=C1)F)B(O)O)C(C)C {2-[Ethyl(isopropyl)carbamoyl]-4-fluorophenyl}boronic acid